5-[4-[[(5-cyclopropyl-2-pyridinyl)amino]methyl]-2-fluoro-6-hydroxy-phenyl]-1,1-dioxo-1,2,5-thiadiazolidin-3-one C1(CC1)C=1C=CC(=NC1)NCC1=CC(=C(C(=C1)O)N1CC(NS1(=O)=O)=O)F